C(C)(C)(C)OC(NC=1N=NC(=CC1)OCCN1CCOCC1)=O N-[6-(2-morpholinoethoxy)pyridazin-3-yl]carbamic acid tert-butyl ester